C(=O)O.CC=1N=C(SC1C(=O)OC(C)(C)C)N(C(=O)C1CC(C1)NC1=NC=NC2=CC=C(C=C12)C1=NOC(=N1)C)C tert-Butyl 4-methyl-2-((1s,3s)-N-methyl-3-((6-(5-methyl-1,2,4-oxadiazol-3-yl)quinazolin-4-yl)amino)cyclobutane-1-carboxamido)thiazole-5-carboxylate formate